NC=1N=NC(=CC1N1CC2CCC(C1)N2C2=CC(=NC=C2)C#CCN2CC1(C2)S(CCC1C(=O)OC)(=O)=O)C1=C(C=CC=C1)O methyl 2-[3-[4-[3-[3-amino-6-(2-hydroxyphenyl)pyridazin-4-yl]-3,8-diazabicyclo[3.2.1]octan-8-yl]-2-pyridyl]prop-2-ynyl]-5,5-dioxo-5lambda6-thia-2-azaspiro[3.4]octane-8-carboxylate